ClC1=CC(=C(COC2=CC=CC(=N2)C2CCN(CC2)CC2=NC3=C(N2CC=2N(C=CN2)C)C=C(C=C3)C(=O)O)C=C1)F 2-[(4-{6-[(4-chloro-2-fluorobenzyl)oxy]pyridin-2-yl}piperidin-1-yl)methyl]-1-[(1-methyl-1H-imidazol-2-yl)methyl]-1H-benzimidazole-6-carboxylic acid